di(2,6-di-tert-butyl-4-tolyl)pentaerythritol bisphosphite P(O)(O)O.P(O)(O)O.C(C)(C)(C)C1=C(C(=CC(=C1)C(O)(C(CO)(CO)CO)C1=CC(=C(C(=C1)C(C)(C)C)C)C(C)(C)C)C(C)(C)C)C